2-phenyl-1-(3-(5-(trifluoromethyl)-1,2,4-oxadiazol-3-yl)-6,7-dihydrothieno[3,2-c]pyridin-5(4H)-yl)ethan-1-one C1(=CC=CC=C1)CC(=O)N1CC2=C(CC1)SC=C2C2=NOC(=N2)C(F)(F)F